ClS(=O)(=O)C1=C(C=C(S1)C(=O)OC)C methyl 5-(chlorosulfonyl)-4-methyl-2-thiophenecarboxylate